N-((3S,4S)-3-((6-(2,6-difluoro-3,5-di-methoxyphenyl)-8-((1-methylpyrrolidin-3-yl)amino)pyrido[3,4-d]pyrimidin-2-yl)amino)tetrahydro-2H-pyran-4-yl)acrylamide FC1=C(C(=C(C=C1OC)OC)F)C1=CC2=C(N=C(N=C2)N[C@@H]2COCC[C@@H]2NC(C=C)=O)C(=N1)NC1CN(CC1)C